ClC=1C(=C(NC=2C3=C(N=CN2)C=CC(=N3)N3[C@@H]2CN([C@H](C3)C2)C(C=C)=O)C=CC1OCC1(CC1)C)F 1-[(1S,4S)-5-[4-[3-chloro-2-fluoro-4-[(1-methylcyclopropyl)methoxy]anilino]pyrido[3,2-d]pyrimidin-6-yl]-2,5-diazabicyclo[2.2.1]heptan-2-yl]prop-2-en-1-one